(R)-2-amino-3-(5-chloro-1H-indol-3-yl)propanoic acid N[C@@H](C(=O)O)CC1=CNC2=CC=C(C=C12)Cl